{2-[6-(2-chlorophenoxy)-5-fluoropyrimidin-4-yloxy]phenyl}(5,6-dihydro-1,4,2-dioxazin-3-yl)methanone O-methyloxime CON=C(C1=NOCCO1)C1=C(C=CC=C1)OC1=NC=NC(=C1F)OC1=C(C=CC=C1)Cl